O1C(=CC=C1)C1=NC2=C(N1CN1C(CC(C1)CCC)=O)C=CC(=C2)C(F)(F)F 1-{[2-(2-furyl)-5-(trifluoromethyl)-1H-benzimidazol-1-yl]methyl}-4-propylpyrrolidin-2-one